2-(3-chloro-benzylideneamino)-3-(4-hydroxyphenyl)propanoic acid ClC=1C=C(C=NC(C(=O)O)CC2=CC=C(C=C2)O)C=CC1